S1C=CC2=C1C=CC(=C2)CC(C)NCC 1-(benzothien-5-yl)-N-ethylpropan-2-amine